CN1N=C(C2=CC=CC(=C12)N1CCN(CC1)[C@@H](C)CCCC1CCC(CC1)OC1=C(C(=CC=C1)B1OC(C(O1)(C)C)(C)C)C)C1C(NC(CC1)=O)=O 3-(1-methyl-7-(4-((S)-5-((1r,4R)-4-(2-methyl-3-(4,4,5,5-tetramethyl-1,3,2-dioxaborolan-2-yl)phenoxy)cyclohexyl)pentan-2-yl)piperazin-1-yl)-1H-indazol-3-yl)piperidine-2,6-dione